N,N-dimethyl-4'-(4-(2-methyl-6,7-dihydropyrazolo[1,5-a]pyrimidin-4(5H)-yl)-4-oxobutanamido)-[1,1'-biphenyl]-3-carboxamide CN(C(=O)C=1C=C(C=CC1)C1=CC=C(C=C1)NC(CCC(=O)N1C=2N(CCC1)N=C(C2)C)=O)C